O=C1C=2C=C(C=CC2C2=C1N=C(N=C2)C(F)(F)F)C(=O)O 9-Oxo-2-(trifluoromethyl)-9H-indeno[2,1-d]pyrimidine-7-carboxylic acid